morpholinyl-4-(phenylamino)cyclobut-3-ene-1,2-dione N1(CCOCC1)C=1C(C(C1NC1=CC=CC=C1)=O)=O